NC1=NC=NN2C1=C(C=C2C2=CN=C(S2)C)C2=CC(=C(C=C2)NC(OC(C)(C)C)=O)OC tert-Butyl (4-(4-amino-7-(2-methylthiazol-5-yl)pyrrolo[2,1-F][1,2,4]triazin-5-yl)-2-methoxyphenyl)carbamate